3-fluoro-3-(methoxymethyl)pyrrolidin FC1(CNCC1)COC